P(=O)(O)(O)OC[C@@H]1[C@H]([C@H]([C@@H](O1)N1C=NC=2C(=O)NC(N)=NC12)O)O guanosine-5'-O-monophosphate